C(C)OC(=O)C=1C(=C(NC1)C1=CC=C(C=C1)[N+](=O)[O-])C1=C(C=CC=C1)[N+](=O)[O-] (2-nitrophenyl)-2-(4-nitrophenyl)Azole-4-carboxylic acid ethyl ester